4-(((R)-1-(3-(difluoromethyl)-2-fluorophenyl)ethyl)amino)-6-((1s,4S)-1,4-dihydroxycyclohexyl)-2-methylpyrido[2,3-d]pyrimidin-7(8H)-one FC(C=1C(=C(C=CC1)[C@@H](C)NC=1C2=C(N=C(N1)C)NC(C(=C2)C2(CCC(CC2)O)O)=O)F)F